FC=1C=C(CCOC2=NC(N3C(N4[C@@H](COCC4)C3)=C2)=O)C=CC1 (R)-7-(3-fluorophenethoxy)-3,4,11,11a-tetrahydropyrimido[6',1':2,3]imidazo[5,1-c][1,4]oxazin-9(1H)-one